orthosilicic acid acetate C(C)(=O)O.[Si](O)(O)(O)O